spiro[1,3-dioxolane-2,6'-5,7-dihydro-4H-benzothiophene]-3'-carboxylic acid S1C=C(C2=C1CC1(CC2)OCCO1)C(=O)O